C(#N)C1=C(OC=2C=C3C(N(C=NC3=CC2)C2COC3(C2)CCN(CC3)C(=O)OC(C)(C)C)=O)C(=CC=C1F)F tert-butyl 3-(6-(2-cyano-3,6-difluorophenoxy)-4-oxoquinazolin-3(4H)-yl)-1-oxa-8-azaspiro[4.5]decane-8-carboxylate